CC1=CC=2C3=C(NC2C=C1)[C@@H](CC3)CC(=O)O (S)-2-(7-methyl-1,2,3,4-tetrahydrocyclopenta[b]indol-3-yl)acetic acid